2-bromo-6-(4-isopropyl-1,2,4-triazol-3-yl)pyridine BrC1=NC(=CC=C1)C1=NN=CN1C(C)C